FC(S(=O)(=O)C=1C=C(C(=O)NCC2=NC=C3C=CC(=NC3=C2)C2=NC(=CC=C2)N2C[C@H](NC(C2)=O)C)C=CC1)F (R)-3-((difluoromethyl)sulfonyl)-N-((2-(6-(3-methyl-5-oxopiperazin-1-yl)pyridin-2-yl)-1,6-naphthyridin-7-yl)methyl)benzamide